C(CCCCCCC)N(C([C@@H](NC(CCCCCCCCCCC)=O)CCC(=O)O)=O)CCCCCCCC N-lauroylglutamic acid dioctylamide